C(C)[C@H]1CN(CCN1C)C(=O)C=1C=C(CN2C(NC(C3=CC=CC=C23)=O)=O)C=CC1F (S)-1-(3-(3-ethyl-4-methylpiperazine-1-carbonyl)-4-fluorobenzyl)quinazoline-2,4(1H,3H)-dione